8-[(4-Fluoro-piperidin-4-ylmethyl)-amino]-6-(1H-pyrazol-4-yl)-imidazo[1,2-a]pyrazine-2-carboxylic acid amide FC1(CCNCC1)CNC=1C=2N(C=C(N1)C=1C=NNC1)C=C(N2)C(=O)N